1-methylpropoxyethanol CC(CC)OC(C)O